CCCCC/C=C\\C/C=C\\C/C=C\\C=C\\C(CCCC(=O)[O-])O The molecule is an unsaturated fatty acid anion that is the conjugate base of 5-hydroxy-6E,8Z,11Z,14Z-icosatetraenoic acid, obtained by deprotonation of the carboxy group. It is a conjugate base of a 5-HETE.